acryloylcarbodiimide C(C=C)(=O)N=C=N